S1(C=CC=C1)=N thiol-imine